(2R)-2-amino-1-{2-[4-(difluoromethoxy)benzenesulfonyl]-2H,4H,5H,6H-pyrrolo[3,4-c]pyrazol-5-yl}-2-(3-fluorophenyl)ethan-1-one N[C@@H](C(=O)N1CC2=NN(C=C2C1)S(=O)(=O)C1=CC=C(C=C1)OC(F)F)C1=CC(=CC=C1)F